5-(2-(4-((1-(3-(5H-pyrido[4,3-b]indol-5-yl)propyl)azetidin-3-yl)oxy)piperidin-1-yl)ethoxy)-2-(2,6-dioxopiperidin-3-yl)isoindoline-1,3-dione C1=NC=CC=2N(C=3C=CC=CC3C21)CCCN2CC(C2)OC2CCN(CC2)CCOC=2C=C1C(N(C(C1=CC2)=O)C2C(NC(CC2)=O)=O)=O